COC(C1=C(C=C(C=C1)F)SCC1=CC=C(C=C1)OC)=O 4-fluoro-2-[(4-methoxyphenyl)methylthio]benzoic acid methyl ester